FC1(OC2=C(O1)C=CC(=C2)COC2=CC=CC(=N2)C=2CC=NCC2)F 6-(2,2-difluorobenzo[d][1,3]dioxolan-5-ylmethoxy)-3',6'-dihydro-[2,4'-bipyridine]